methyl phenylglyoxylate (methyl phenylglyoxylate) CC1=C(C=CC=C1)C(C(=O)O)=O.C1(=CC=CC=C1)C(C(=O)OC)=O